FC1=C(C=C(C=C1)NC(=O)C1=C(N(C(=C1C(C)C)C(C(=O)NC1CCC(CC1)O)=O)C)C)C N-(4-fluoro-3-methylphenyl)-5-(2-(((1s,4s)-4-hydroxycyclohexyl)amino)-2-oxoacetyl)-4-isopropyl-1,2-dimethyl-1H-pyrrole-3-carboxamide